NC1=NC2=CC(=CC=C2C=C1)CN(C(C)=O)C1=CC=CC=2C=CS(C21)(=O)=O N-[(2-aminoquinolin-7-yl)methyl]-N-(1,1-dioxo-1λ6-benzothiophen-7-yl)acetamide